5-(2,5-diazabicyclo[2.2.2]octan-2-yl)-2-(2,6-dioxopiperidin-3-yl)-4-fluoroisoindoline-1,3-dione C12N(CC(NC1)CC2)C=2C(=C1C(N(C(C1=CC2)=O)C2C(NC(CC2)=O)=O)=O)F